(R/S)-1-[2-(Azetidin-1-yl)-1-methyl-2-oxoethyl]-6-[3-(trifluoromethyl)phenyl]-3H-imidazo[4,5-b]pyridin-2-on N1(CCC1)C([C@@H](C)N1C(NC2=NC=C(C=C21)C2=CC(=CC=C2)C(F)(F)F)=O)=O |r|